Dikalium calcium pyrophosphat [O-]P([O-])(=O)OP(=O)([O-])[O-].[Ca+2].[K+].[K+]